4-[8-(6-chloropyridazin-4-yl)-3,8-diazabicyclo[3.2.1]octan-3-yl]-6-[2-(methoxymethoxy)phenyl]pyridazin-3-amine ClC1=CC(=CN=N1)N1C2CN(CC1CC2)C2=C(N=NC(=C2)C2=C(C=CC=C2)OCOC)N